COC(C1=CC=C(C(=O)OC)C=C1)=O dimethylterephthalat